BrC1=C(C(=C(C(=C1)Cl)Cl)Cl)OC 1-bromo-3,4,5-trichloro-2-methoxybenzene